6-fluoro-2-((5-fluorobenzo[d]oxazol-2-yl)amino)-N-methylbenzo[d]oxazole-5-carboxamide FC1=CC2=C(N=C(O2)NC=2OC3=C(N2)C=C(C=C3)F)C=C1C(=O)NC